cyclopentyl-4-methylbenzenesulfinamide C1(CCCC1)C1=C(C=CC(=C1)C)S(=O)N